2-{[(4aS,7aR)-1-(2,2-dimethyl-1,3-dioxan-5-yl)-octahydro-1H-cyclopenta[b]pyridin-4a-yl]methoxy}-8-fluoro-4-(1,4-oxazepan-4-yl)pyrido[4,3-d]pyrimidin CC1(OCC(CO1)N1[C@H]2[C@@](CCC1)(CCC2)COC=2N=C(C1=C(N2)C(=CN=C1)F)N1CCOCCC1)C